C[C@@H]1N(C[C@@H](CC1)NC=1C2=C(N=CN1)NC=C2CCOCC#C)C(C=C)=O 1-((2S,5R)-2-Methyl-5-((5-(2-(prop-2-yn-1-yloxy)ethyl)-7H-pyrrolo[2,3-d]pyrimidin-4-yl)amino)piperidin-1-yl)prop-2-en-1-one